CC1=CC2=C(CCO[C@]23C[C@@H](N(CC3)C3C(COC3)O)C)S1 4-[(2'S,4R)-2,2'-dimethyl-spiro[6,7-dihydrothieno[3,2-c]pyran-4,4'-piperidin]-1'-yl]tetrahydrofuran-3-ol